C1(NC(C=2CC(CC(C12)=O)=O)=O)=O Isoindole-1,3,5,7-tetraone